C(C)(C)(C)OC(NC1CCC(CC1)C(N)=O)=O N-(4-carbamoylcyclohexyl)carbamic acid tert-butyl ester